CCCCC1=CC=CC2=CC=CC=C21 BUTYLNAPHTHALENE